ClC1=CC(=NC=C1C)C=1[C@H]2C3=C(C(N([C@@H](C1)C2)C([2H])([2H])[2H])=O)C=CC=C3OC(F)F (3R,6S)-5-(4-chloro-5-methylpyridin-2-yl)-7-(difluoromethoxy)-2-(methyl-d3)-3,6-dihydro-3,6-methanobenzo[c]azocin-1(2H)-one